FC=1C=2N(C=C(C1)C1=CNC=3N=C(N=CC31)NCC3(CC3)F)C(=CN2)C 5-(8-fluoro-3-methylimidazo[1,2-a]pyridin-6-yl)-N-((1-fluorocyclopropyl)methyl)-7H-pyrrolo[2,3-d]pyrimidin-2-amine